(2S)-2-(tert-butoxy)-2-(7-(4-chlorophenyl)-5-methyl-2-(1-methyl-3-(1-(2-methyltetrahydrofuran-2-carbonyl)piperidin-4-yl)-1H-indazol-5-yl)benzo[d]thiazol-6-yl)acetic acid C(C)(C)(C)O[C@H](C(=O)O)C1=C(C2=C(N=C(S2)C=2C=C3C(=NN(C3=CC2)C)C2CCN(CC2)C(=O)C2(OCCC2)C)C=C1C)C1=CC=C(C=C1)Cl